C(C)(=O)C=1N=C2C(=NC1)N(C(=C2C(=O)N)N)C2=C(C(=CC=C2C)O)C 2-acetyl-6-amino-5-(3-hydroxy-2,6-dimethyl-phenyl)pyrrolo[2,3-b]pyrazine-7-carboxamide